CC(C(=C=O)C)[Si](C1=CC=CC=C1)(C1=CC=CC=C1)C1=CC=CC=C1 methyl-(triphenylsilyl)dimethylketene